FC=1C=C(C=CC1F)[C@H]1[C@@H](CN(C1)CCOC)NC(=O)NC1=C(C(=NN1C)C1=NC=C(N=C1)C)C 1-((3S,4R)-4-(3,4-difluorophenyl)-1-(2-methoxyethyl)pyrrolidine-3-yl)-3-(1,4-dimethyl-3-(5-methylpyrazin-2-yl)-1H-pyrazol-5-yl)urea